C1(CC1)C=1N=NN(C1)[C@H](C(=O)N1[C@@H](C[C@H](C1)O)C(=O)NCC=1C(=NC=2CCCCC2C1)O)C(C)(C)C (2S,4R)-1-[(2S)-2-(4-cyclopropyltriazol-1-yl)-3,3-dimethyl-butanoyl]-4-hydroxy-N-[(2-hydroxy-5,6,7,8-tetrahydroquinolin-3-yl)methyl]pyrrolidine-2-carboxamide